1-({6-chloro-1-methyl-1H-pyrrolo[2,3-b]pyridin-4-yl}methyl)pyrrolidine ClC1=CC(=C2C(=N1)N(C=C2)C)CN2CCCC2